ClC=1C=C(C(=NC1)OC)S(=O)(=O)NC1=C(C(=C(C=C1)F)C=1C=CC=2N(C1)C=NC2C=2N(C(=C(N2)C)C)COCC[Si](C)(C)C)F 5-chloro-N-(3-(1-(4,5-dimethyl-1-((2-(trimethylsilyl)ethoxy)methyl)-1H-imidazol-2-yl)imidazo[1,5-a]pyridin-6-yl)-2,4-difluorophenyl)-2-methoxypyridine-3-sulfonamide